1-(3-Cyano-4,6-dimethylpyridin-2-yl)-N-(3,4-difluorophenyl)-4-hydroxy-N-methylpyrrolidine-2-carboxamide C(#N)C=1C(=NC(=CC1C)C)N1C(CC(C1)O)C(=O)N(C)C1=CC(=C(C=C1)F)F